(S)-3-((3-(2-(4-chlorophenyl)-2-hydroxyethyl)-1,2,4-oxadiazol-5-yl)methyl)-6-(hydroxymethyl)-1,5-dimethylpyrimidine-2,4(1H,3H)-dione ClC1=CC=C(C=C1)[C@H](CC1=NOC(=N1)CN1C(N(C(=C(C1=O)C)CO)C)=O)O